4-((1H-pyrazol-1-yl)methyl)-N-((2-isopropoxy-6-methoxyphenyl)sulfonyl)-3-methoxybenzamide N1(N=CC=C1)CC1=C(C=C(C(=O)NS(=O)(=O)C2=C(C=CC=C2OC)OC(C)C)C=C1)OC